C(#N)C1=CN=C2N1C(=CC(=C2)C=2N=NN(C2C)C2CCN(CC2)C(=O)OC(C)(C)C)OC2CCOC=1C2=NC=CC1 tert-Butyl 4-[4-[3-cyano-5-(3,4-dihydro-2H-pyrano[3,2-b]pyridin-4-yloxy)imidazo[1,2-a]pyridin-7-yl]-5-methyl-triazol-1-yl]piperidine-1-carboxylate